trifluoromethanesulfonylmethanesulfonamide FC(S(=O)(=O)CS(=O)(=O)N)(F)F